(3aR,5s,6aS)-N-[6-(2-chloro-4-fluoro-phenyl)pyridazin-3-yl]-2-(tetrahydropyran-4-ylmethyl)-3,3a,4,5,6,6a-hexahydro-1H-cyclopenta[c]pyrrol-5-amine ClC1=C(C=CC(=C1)F)C1=CC=C(N=N1)NC1C[C@@H]2[C@@H](CN(C2)CC2CCOCC2)C1